(S)-2-((((9H-fluoren-9-yl)methoxy)carbonyl)amino)-5-aminopentanoic acid C1=CC=CC=2C3=CC=CC=C3C(C12)COC(=O)N[C@H](C(=O)O)CCCN